butyl palmitate 2-hexyldecyl-stearate C(CCCCC)C(COC(CCCCCCCCCCCCCCCCC)=O)CCCCCCCC.C(CCCCCCCCCCCCCCC)(=O)OCCCC